COC(C=C)=O.C(C=C)(=O)N acrylamide methyl-acrylate